ClC=1C=C(C=CC1Cl)N1CC2C(C1)CN(C2)C(=O)C2=CC(NC1=CC=C(C=C21)[N+](=O)[O-])=O 4-(5-(3,4-dichlorophenyl)octahydropyrrolo[3,4-c]pyrrole-2-carbonyl)-6-nitroquinoline-2(1H)-one